C(C)(C)(C)OC(=O)N[C@@H](CO)C(=O)O (t-butoxycarbonyl)-L-serine